4-(Benzyloxy)-8-bromo-6-chloro-3-(methoxycarbonyl)isoquinoline 2-oxide C(C1=CC=CC=C1)OC1=C([N+](=CC2=C(C=C(C=C12)Cl)Br)[O-])C(=O)OC